(2S)-2-((tert-butoxycarbonyl)amino)-3-hydroxybutyric acid C(C)(C)(C)OC(=O)N[C@H](C(=O)O)C(C)O